N-(4-(4-Chlorophenyl)thiazol-2-yl)-4-nitro-2-(2,2,2-trifluoroacetamido)benzamide ClC1=CC=C(C=C1)C=1N=C(SC1)NC(C1=C(C=C(C=C1)[N+](=O)[O-])NC(C(F)(F)F)=O)=O